(trans-3-(3-cyclopropyl-4-(1-methyl-1H-pyrrolo[3,2-b]pyridin-5-yl)-1H-pyrazol-1-yl)cyclobutyl)methyl 4-methylbenzenesulfonate CC1=CC=C(C=C1)S(=O)(=O)OC[C@@H]1C[C@H](C1)N1N=C(C(=C1)C1=CC=C2C(=N1)C=CN2C)C2CC2